C(#N)C1=CC(=C(COC2=CC=CC(=N2)C2=CC(=C(CC3=NC4=C(N3[C@H]3COCC3(C)C)C=C(C=C4F)C(=O)O)C=C2F)F)C=C1)F (R)-2-(4-(6-((4-cyano-2-fluorobenzyl)oxy)pyridin-2-yl)-2,5-difluorobenzyl)-1-(4,4-dimethyltetrahydrofuran-3-yl)-4-fluoro-1H-benzo[d]imidazole-6-carboxylic acid